CC=1C(=NC=CC1)C#N methyl-pyridinecarbonitrile